1-(3-chloro-5-fluorophenyl)-3-(3,5-dichlorophenyl)urea ClC=1C=C(C=C(C1)F)NC(=O)NC1=CC(=CC(=C1)Cl)Cl